C1CCC2=C(C=3CCCC3C=C12)NC(=O)NS(=O)(=O)C1=CC(=CO1)C(=O)OCC ethyl 5-(N-((1,2,3,5,6,7-hexahydro-s-indacen-4-yl)carbamoyl)sulfamoyl)furan-3-carboxylate